(S)-N-(2-(dimethylamino)-1-(tetrahydro-2H-pyran-4-yl)ethyl)-6,6-dimethyl-3-((2-(trifluoromethyl)pyrimidin-4-yl)amino)-4,6-dihydropyrrolo[3,4-c]pyrazole-5(1H)-carboxamide CN(C[C@H](C1CCOCC1)NC(=O)N1C(C=2NN=C(C2C1)NC1=NC(=NC=C1)C(F)(F)F)(C)C)C